C(C1=CC=CC=C1)NC1=NC=C(C(=N1)NCCCNC(NCCC(=O)O)=S)C(NC1CC1)=O 3-(3-(3-((2-(Benzylamino)-5-(cyclopropylcarbamoyl)pyrimidin-4-yl)amino)propyl)thioureido)propanoic acid